3-tert-butyl-N-[(2E)-imidazolidin-2-ylidene]-4-{[3-(2-methylpropionylamino)phenyl]amino}benzamide C(C)(C)(C)C=1C=C(C(=O)N=C2NCCN2)C=CC1NC1=CC(=CC=C1)NC(C(C)C)=O